C(C)NC(=O)C1=C(OC2=C1C=CC(=C2)OC2=NC=NC1=CC(=C(C=C21)OCC2=CC=C(C=C2)\C=C\C(=O)NO)OC)C (E)-N-ethyl-6-((6-((4-(3-(hydroxyamino)-3-oxoprop-1-en-1-yl)benzyl)oxy)-7-methoxyquinazolin-4-yl)oxy)-2-methylbenzofuran-3-carboxamide